OC1=C(C(C2=CC=CC=C12)=O)C1=C(C=NC=C1)C(F)(F)F 3-hydroxy-2-(3-(trifluoromethyl)pyridin-4-yl)-1H-inden-1-one